1-(4-(3-((2-Fluoro-4-phenoxyphenyl)amino)-1,4,5,6,8-pentazaacenaphthylen-5(1H)-yl)piperidin-1-yl)prop-2-en-1-one FC1=C(C=CC(=C1)OC1=CC=CC=C1)NC=1C2=CNC=3N=CN=C(N(N1)C1CCN(CC1)C(C=C)=O)C32